1-[[4-[[(2-pyridinylmethyl)amino]methyl]phenyl]methyl]-3,4-diacetylaminopyrrolidine N1=C(C=CC=C1)CNCC1=CC=C(C=C1)CN1CC(C(C1)NC(C)=O)NC(C)=O